4-((5-((4b-hydroxy-7-isopropyl-4-nitro-10-oxo-4b,10-dihydro-9bH-indeno[1,2-b]benzofuran-9b-yl)carbamoyl)-4-methyl-1H-pyrrol-2-yl)sulfonyl)piperazine-1-carboxylic acid tert-butyl ester C(C)(C)(C)OC(=O)N1CCN(CC1)S(=O)(=O)C=1NC(=C(C1)C)C(NC12C(OC3=C1C=CC(=C3)C(C)C)(C3=C(C=CC=C3C2=O)[N+](=O)[O-])O)=O